FC(OC=1C=CC(=C(C=N[S@](=O)C(C)(C)C)C1)F)F (R)-N-(5-(difluoromethoxy)-2-fluorobenzylidene)-2-methylpropane-2-sulfinamide